6-bromo-2-(methoxymethyl)-7-(trifluoromethyl)-1H-imidazo[1,2-a]pyrimidin-5-one BrC1=C(N=C2N(C1=O)C=C(N2)COC)C(F)(F)F